3-[1-[(3-bromophenyl)methyl]-2-tert-butoxy-2-oxoethyl]pyrrolidine-1-carboxylic acid tert-butyl ester C(C)(C)(C)OC(=O)N1CC(CC1)C(C(=O)OC(C)(C)C)CC1=CC(=CC=C1)Br